1-(2,4-dimethylphenyl)-N-[(3R)-1-methylpiperidin-3-yl]pyrido[3,4-d]pyridazin-4-amine CC1=C(C=CC(=C1)C)C1=C2C(=C(N=N1)N[C@H]1CN(CCC1)C)C=NC=C2